NC1CN(C1)C(=O)C12CN(CC2(C1)C(F)(F)F)C1=C2C=CC=NC2=C(C=C1)C#N 5-(1-(3-Aminoazetidine-1-carbonyl)-5-(trifluoromethyl)-3-azabicyclo[3.1.0]hex-3-yl)quinoline-8-Nitrile